N-(4-(2-amino-5-(1-(1-methylpiperidin-4-yl)-1H-pyrazol-4-yl)pyridin-3-yl)-3-fluorophenyl)-6-cyano-5-(4-fluorophenyl)-1-isopropyl-4-oxo-1,4-dihydropyridine-3-carboxamide NC1=NC=C(C=C1C1=C(C=C(C=C1)NC(=O)C1=CN(C(=C(C1=O)C1=CC=C(C=C1)F)C#N)C(C)C)F)C=1C=NN(C1)C1CCN(CC1)C